FC(C(=O)OCCC1=CC(=CC=C1)\C(\C)=N/S(=O)C(C)(C)C)F (Z)-2-(3-(1-((tert-butylsulfinyl)imino)ethyl)phenyl)-Ethyl 2,2-difluoroacetate